2-[(3aR,6R,6aR)-4-Methoxy-2,2-dimethyl-3a,4,6,6a-tetrahydro-furo[3,4-d][1,3]dioxol-6-yl]acetaldehyde COC1O[C@@H]([C@H]2OC(O[C@H]21)(C)C)CC=O